BrC=1C=C(C(=C(C1)S(=O)(=O)NC=1C(=C(C(=O)OC2=CC=CC=C2)C=C(C1)C1(CCC1)C#N)O)OC)Cl phenyl 3-((5-bromo-3-chloro-2-methoxyphenyl)sulfonamido)-5-(1-cyanocyclobutyl)-2-hydroxybenzoate